tert-Butyl 3-[({[{2-chloro-5-[2'-methyl-5'-(pentafluoroethyl)-4'-(trifluoromethyl)-2'H-[1,3'-bipyrazol]-4-yl]benzoyl}(1-cyanocyclopropyl)amino]methoxy}carbonyl)oxy]propyl butanedioate C(CCC(=O)OCCCOC(=O)OCN(C1(CC1)C#N)C(C1=C(C=CC(=C1)C=1C=NN(C1)C=1N(N=C(C1C(F)(F)F)C(C(F)(F)F)(F)F)C)Cl)=O)(=O)OC(C)(C)C